lauryldimethylmethacrylamidopropylammonium chloride [Cl-].C(CCCCCCCCCCC)[N+](CCCNC(C(=C)C)=O)(C)C